C(NC(C=C)=O)NC(C=C)=O N,N'-methylene-bis(acrylamide)